α-chloroethyl acetate C(C)(=O)OC(C)Cl